4-(((2,5-dioxopyrrolidin-1-yl)oxy)carbonyl)-1-methylpiperidine iodide [I-].O=C1N(C(CC1)=O)OC(=O)C1CCN(CC1)C